Thallium Carbonate C([O-])([O-])=O.[Tl+].[Tl+]